O.NC1=NC(=C(C(N1)=O)CC1=CC(=CC=C1)C(F)(F)F)C1CCC(CC1)C1=CC=CC=C1 2-amino-6-((1r,4r)-4-phenylcyclohexyl)-5-(3-(trifluoromethyl)benzyl)pyrimidin-4(3H)-one monohydrate